potassium N-lauroyl-aspartic acid C(CCCCCCCCCCC)(=O)N[C@@H](CC(=O)O)C(=O)O.[K]